NC(C(=O)NC1=CC=C2C(=C1)N(C(C21CCOCC1)=O)C)C1CCCCCCC1 2-amino-2-cyclooctyl-N-(1-methyl-2-oxospiro[indoline-3,4'-tetrahydropyran]-6-yl)-acetamide